4-([1,1'-biphenyl]-4-yl)-2-phenyldibenzo[b,d]thiophene C1(=CC=C(C=C1)C1=CC(=CC2=C1SC1=C2C=CC=C1)C1=CC=CC=C1)C1=CC=CC=C1